O1CC[C@@H](C2=CC=CC=C12)NC(=O)C=1C=C(C=C(C1)F)CN1C(N[C@](CC1=O)(C(C)C)CC)=[NH2+] [(4R)-1-[[3-[[(4S)-chroman-4-yl]carbamoyl]-5-fluoro-phenyl]methyl]-4-ethyl-4-isopropyl-6-oxo-hexahydropyrimidin-2-ylidene]ammonium